C(#N)C=1C=CC(=C(C1)N1C=NC=C1C(=O)O)OC 1-(5-cyano-2-methoxyphenyl)-1H-imidazole-5-carboxylic acid